1,1,1,3,3-Pentafluoropropen FC(C=C(F)F)(F)F